(E)-3-(2-((4-((R)-2-(4-chlorophenyl)-2,3-dihydrobenzo[b][1,4]dioxin-5-yl)piperidin-1-yl)methyl)-1-(((S)-oxetan-2-yl)methyl)-1H-imidazol-5-yl)-2-methylacrylic acid ClC1=CC=C(C=C1)[C@@H]1COC2=C(O1)C=CC=C2C2CCN(CC2)CC=2N(C(=CN2)/C=C(/C(=O)O)\C)C[C@H]2OCC2